[Fe+2].[Ni+2].[PH2](=O)[O-].[PH2](=O)[O-].[PH2](=O)[O-].[PH2](=O)[O-] hypophosphite nickel iron